CN(C(CCCCCCCCC)=O)C N,N-dimethyldecaneamide